2-(5-bromobenzofuran-2-yl)-5-((3-methylbutan-2-yl)dithio)-1,3,4-oxadiazole BrC=1C=CC2=C(C=C(O2)C=2OC(=NN2)SSC(C)C(C)C)C1